[C@H]12[C@@H](NC[C@H](CC1)N2C(=O)OC(C)(C)C)C(=O)OC |r| 8-(tert-butyl) 2-methyl (±)-rel-(1R,2R,5S)-3,8-diazabicyclo[3.2.1]octane-2,8-diformate